8-(4-Hydroxyphenyl)-2-morpholin-4-ylchromen-4-one OC1=CC=C(C=C1)C=1C=CC=C2C(C=C(OC12)N1CCOCC1)=O